ClC=1C(=CC(=NC1)OC)C=1C=NC=2CCN(CC2C1)C=1C(=CC=2N(N1)C(C=CN2)=O)C 7-(3-(5-chloro-2-methoxypyridin-4-yl)-7,8-dihydro-1,6-naphthyridin-6(5H)-yl)-8-methyl-4H-pyrimido[1,2-b]pyridazin-4-one